(2S)-Isopropyl 2-(((4-(aminomethyl)-5-(dimethylcarbamoyloxy)-6-methylpyridin-3-yl)methoxy)(phenoxy)phosphorylamino)propanoate NCC1=C(C=NC(=C1OC(N(C)C)=O)C)COC1=C(OP(=O)=N[C@H](C(=O)OC(C)C)C)C=CC=C1